9-((2-oxaspiro[3.3]heptan-6-yl)amino)heptadecanedioic acid bis(2-hexyloctyl) ester C(CCCCC)C(COC(CCCCCCCC(CCCCCCCC(=O)OCC(CCCCCC)CCCCCC)NC1CC2(COC2)C1)=O)CCCCCC